3,6-dibromo-4,5-dimethyl-1,2-phenylenediamine BrC=1C(=C(C(=C(C1C)C)Br)N)N